2-{[(3R,6R)-1-{[6-Methoxy-2-(methylsulfanyl)pyridin-3-yl]carbonyl}-6-methylpiperidin-3-yl]oxy}-3-methylpyridine-4-carbonitrile COC1=CC=C(C(=N1)SC)C(=O)N1C[C@@H](CC[C@H]1C)OC1=NC=CC(=C1C)C#N